FC(COC1=CN=CC2=C1N=CN=C2)(F)F 8-(2,2,2-trifluoroethoxy)pyrido[4,3-d]pyrimidine